(S)-2-amino-3-(2-oxoimidazolin-1-yl)propanamide hydrochloride Cl.N[C@H](C(=O)N)CN1C(NCC1)=O